FC1=CC=C(C=C1)N1N=NC(=C1COC1=CC=C2C(=N1)CN(C2)C(=O)C=2C=NC=CC2)C 3-(2-{[1-(4-fluorophenyl)-4-methyl-1H-1,2,3-triazol-5-yl]methoxy}-5H,6H,7H-pyrrolo[3,4-b]pyridine-6-carbonyl)pyridine